NC1=NC=C(C2=C1C(=C(N2C)C2=CC=C(C=C2)NC(C(=C)F)=O)C=2C=C(C(=NC2)C(=O)NCC(F)(F)F)Cl)C#CCN(C)C 5-{4-amino-7-[3-(dimethylamino)prop-1-ynyl]-2-{4-[(2-fluoroacrylamido)]phenyl}-1-methylpyrrolo[3,2-c]pyridin-3-yl}-3-chloro-N-(2,2,2-trifluoroethyl)pyridine-2-carboxamide